2-(trifluoromethyl)vinyl-boric acid FC(C=COB(O)O)(F)F